N-[(2-Fluorophenyl)methyl]-4-oxo-4-(1-phenyl-3,4-dihydro-1H-isoquinolin-2-yl)butyric acid amide FC1=C(C=CC=C1)CNC(CCC(N1C(C2=CC=CC=C2CC1)C1=CC=CC=C1)=O)=O